N-((4'-chloro-3-(1-methyl-1H-pyrazol-3-yl)-[1,1'-biphenyl]-4-yl)methyl)acrylamide ClC1=CC=C(C=C1)C1=CC(=C(C=C1)CNC(C=C)=O)C1=NN(C=C1)C